2-(6-methoxy-2-methyl-1,2,3,4-tetrahydroisoquinolin-7-yl)-N4-(2-(methoxymethyl)phenyl)-7H-pyrrolo[2,3-d]pyrimidine-2,4-diamine COC=1C=C2CCN(CC2=CC1C1(N=C(C2=C(N1)NC=C2)NC2=C(C=CC=C2)COC)N)C